N-benzoyloxy-1-(4-thiophenylphenyl)butan-1-one-2-imine C(C1=CC=CC=C1)(=O)ON=C(C(=O)C1=CC=C(C=C1)C=1SC=CC1)CC